NCCOCCOCCC(=O)NC1=C(C(=O)NC2=NNC(=C2)C)C=CC=C1 (3-(2-(2-Aminoethoxy)ethoxy)propionylamino)-N-(5-methyl-1H-pyrazol-3-yl)benzamide